6-hydroxy-4-(6-(4-((6-methoxypyridin-3-yl)methyl)piperazin-1-yl)pyridin-3-yl)pyrazolo[1,5-a]pyridine-3-carbonitrile OC=1C=C(C=2N(C1)N=CC2C#N)C=2C=NC(=CC2)N2CCN(CC2)CC=2C=NC(=CC2)OC